methyl (S)-5-((5-(tert-butoxy)-5-oxopentyl) oxy)-3-((6-(3-((tert-butoxycarbonyl) amino) piperidin-1-yl) imidazo[1,2-b]pyridazin-3-yl) ethynyl)-2-methylbenzoate C(C)(C)(C)OC(CCCCOC=1C=C(C(=C(C(=O)OC)C1)C)C#CC1=CN=C2N1N=C(C=C2)N2C[C@H](CCC2)NC(=O)OC(C)(C)C)=O